tert-butyl (5-(hydrazinecarbonyl)pyridin-2-yl)carbamate N(N)C(=O)C=1C=CC(=NC1)NC(OC(C)(C)C)=O